(2S,3S,4R,5R)-5-(2-(5-chloropyridin-3-yl)-6-((2-fluoro-5-methylbenzyl)amino)-9H-purin-9-yl)-3,4-dihydroxyl-N-(2,2,2-trifluoroethyl)tetrahydrofuran-2-formamide ClC=1C=C(C=NC1)C1=NC(=C2N=CN(C2=N1)[C@H]1[C@@H]([C@@H]([C@H](O1)C(=O)NCC(F)(F)F)O)O)NCC1=C(C=CC(=C1)C)F